Methyl 5-hydroxy-2-oxo-1-(pyridin-3-ylmethyl)-2,3-dihydro-1H-benzo[b]azepine-4-carboxylate OC=1C2=C(N(C(CC1C(=O)OC)=O)CC=1C=NC=CC1)C=CC=C2